2-(5-methoxy-2-methyl-1H-indol-3-yl)ethan-1-amine COC=1C=C2C(=C(NC2=CC1)C)CCN